ClC=1C=C(C=CC1)C1=NOC(=N1)NC(CCC(=O)N1C=2N(CCC1)N=C(C2)C)=O N-(3-(3-chlorophenyl)-1,2,4-oxadiazol-5-yl)-4-(2-methyl-6,7-dihydropyrazolo[1,5-a]pyrimidin-4(5H)-yl)-4-oxobutanamide